tert-butyl 3-[4-(3-cyanophenyl)-2-(2-oxa-6-azaspiro[3.3]heptane-6-carbonylamino)thiazol-5-yl]pyrrolo[2,3-b]pyridine-1-carboxylate C(#N)C=1C=C(C=CC1)C=1N=C(SC1C1=CN(C2=NC=CC=C21)C(=O)OC(C)(C)C)NC(=O)N2CC1(COC1)C2